(R)-N-(1-phenylethyl)but-3-en-1-amine C1(=CC=CC=C1)[C@@H](C)NCCC=C